ClC1=NC(=C2N=C(N(C2=N1)C(C)C)C)NCC1=C(C=CC=C1)N1N=CC=C1 2-chloro-9-isopropyl-8-methyl-N-{[2-(pyrazol-1-yl)phenyl]methyl}purin-6-amine